C1=CC=CC=2C3=CC=CC=C3C(C12)COC(=O)N[C@@H](CC=1C=NC=NC1)C(=O)O N-{[(9H-fluoren-9-yl)methoxy]carbonyl}-3-pyrimidin-5-yl-L-alanine